4-((2-(t-butoxy)-2-oxoethyl)((((di-t-butoxyphosphoryl)oxy)methoxy)carbonyl)amino)-3,3-dimethylbutanoic acid C(C)(C)(C)OC(CN(CC(CC(=O)O)(C)C)C(=O)OCOP(=O)(OC(C)(C)C)OC(C)(C)C)=O